3-methyl-1,2,4-thiadiazole-5-carbaldehyde CC1=NSC(=N1)C=O